C(CCCCC)C(CCCCCCCC)OC(CCCCCCCOC(=O)[C@H]1N(CC(C1)OC(CCN(C)C)=O)CCCCCC(OCCCCCCCCCCC)=O)=O [8-(1-hexylnonoxy)-8-oxo-octyl](2S)-4-[3-(dimethylamino)propanoyloxy]-1-(6-oxo-6-undecoxy-hexyl)pyrrolidine-2-carboxylate